tert-butyl 4-((tetrahydrofuran-3-yl)oxy)isoindoline-2-carboxylate O1CC(CC1)OC1=C2CN(CC2=CC=C1)C(=O)OC(C)(C)C